ClC=1C2=CN(N=C2C=CC1C1=CNC=2N=C(N(C(C21)=O)C)N2[C@H]1CNC[C@@H](C2)C1)CC 5-(4-chloro-2-ethyl-2H-indazol-5-yl)-2-[(1S,5R)-3,6-diazabicyclo[3.2.1]octan-6-yl]-3-methyl-3H,4H,7H-pyrrolo[2,3-d]pyrimidin-4-one